OC(C)(C)C1=CC=C(C=C1)O 4-(2-hydroxy-2-propyl)phenol